C1CC12NCC[C@@H](C2)N2CCC1=C2N=NC(=C1)C1=CC2=C(N=C(O2)C)C=C1O 6-{7-[(7S)-4-azaspiro[2.5]octan-7-yl]-6,7-dihydro-5H-pyrrolo[2,3-c]pyridazin-3-yl}-2-methyl-1,3-benzoxazol-5-ol